N-(2-ethoxyethyl)-4-(5,6,7,8-tetrahydro-1,8-naphthyridin-2-yl)butanamidine C(C)OCCNC(CCCC1=NC=2NCCCC2C=C1)=N